C(C)(=O)N1C(C(C=C1C1=CC=CC=C1)(C)CS(=O)(=O)C1=CC(=CC=C1)OCC1=CC=CC=C1)=O 1-acetyl-3-(((3-(benzyloxy)phenyl)sulfonyl)methyl)-3-methyl-5-phenyl-1,3-dihydro-2H-pyrrole-2-one